BrC=1C(=CC2=C(N(CC(NS2(=O)=O)(CCCC)CCCC)C2=CC=CC=C2)C1)O/C=C/C(=O)OC(C)(C)C tert-Butyl (E)-3-((7-bromo-3,3-dibutyl-1,1-dioxido-5-phenyl-2,3,4,5-tetrahydro-1,2,5-benzothiadiazepin-8-yl)oxy)acrylate